(Z)-7-fluoro-3-((4-methyl-1H-pyrrol-2-yl)methylene)-5-(8-methyl-2,3-dihydro-1H-pyrido[2,3-b][1,4]oxazin-7-yl)indolin-2-one FC=1C=C(C=C2/C(/C(NC12)=O)=C/C=1NC=C(C1)C)C1=C(C2=C(OCCN2)N=C1)C